FC=1C=C(C=C(C1NS(=O)(=O)CCC)F)C1=C2C(=NC(=C1)NC(=O)C1CC1)NC=C2 N-(4-(3,5-difluoro-4-(propylsulfonylamino)phenyl)-1H-pyrrolo[2,3-b]pyridin-6-yl)cyclopropylcarboxamide